Heptyne methyl-carbonate COC(O)=O.C#CCCCCC